CC1=C(C(=CC(=C1N)C)C)N 2,4,6-trimethyl-1,3-diaminobenzene